BrC=1C=C(C(=C(C1)C(=O)N1C[C@@H](O[C@@H](C1)C)C)N[C@H]1CN(C[C@@H]1OC)C(=O)C=1C2=C(C=NC1)NN=C2C)[N+](=O)[O-] (5-Bromo-2-(((3S,4S)-4-methoxy-1-(3-methyl-1H-pyrazolo[3,4-c]pyridin-4-carbonyl)pyrrolidin-3-yl)amino)-3-nitrophenyl)((2S,6R)-2,6-dimethylmorpholinyl)methanone